N-{(2S,3S)-1-(azetidine-1-carbonyl)-2-[([1,1'-biphenyl]-3-yl)methyl]pyrrolidin-3-yl}cyclopropanesulfonamide N1(CCC1)C(=O)N1[C@H]([C@H](CC1)NS(=O)(=O)C1CC1)CC=1C=C(C=CC1)C1=CC=CC=C1